4-Nitrophenyl 5-(4-(trifluoromethyl)phenyl)-3,4-dihydroisoquinoline-2(1H)-carboxylate FC(C1=CC=C(C=C1)C1=C2CCN(CC2=CC=C1)C(=O)OC1=CC=C(C=C1)[N+](=O)[O-])(F)F